C(C1=CC=CC=C1)OC(=O)N[C@H](C(=O)O)[C@@H](C(=O)NCCCC(=O)OC(C)(C)C)NC(=O)OCC1=CC=CC=C1 (2S,3S)-2,3-bis(((benzyloxy)carbonyl)amino)-4-((4-(tert-butoxy)-4-oxobutyl)amino)-4-oxobutanoic acid